3-[5-[4-(9-methyl-3-azaspiro[5.5]undecan-9-yl)piperazin-1-yl]-1-oxo-isoindolin-2-yl]piperidine-2,6-dione CC1(CCC2(CCNCC2)CC1)N1CCN(CC1)C=1C=C2CN(C(C2=CC1)=O)C1C(NC(CC1)=O)=O